5-fluoro-N,N-diisopropyl-2-((4-(7-((tetrahydro-2H-pyran-4-yl)methyl)-2,7-diazaspiro[3.5]nonan-2-yl)pyrimidin-5-yl)oxy)benzamide FC=1C=CC(=C(C(=O)N(C(C)C)C(C)C)C1)OC=1C(=NC=NC1)N1CC2(C1)CCN(CC2)CC2CCOCC2